tert-butyl 8-acetyl-10-methyl-11-oxo-3,4,8,9,10,11-hexahydro-1H-pyrido[4',3':3,4]-pyrazolo[1,5-a][1,4]diazepine-2(7H)-carboxylate C(C)(=O)C1CN(C(C=2N(C1)N=C1C2CN(CC1)C(=O)OC(C)(C)C)=O)C